C(CCCCC)C(CC=1C(=C(SC1Br)Br)CC(CCCCCCCC)CCCCCC)CCCCCCCC Bis(2-hexyldecyl)2,5-dibromothiophene